C(C1=CC=CC=C1)OC1=C(C(=NC(=C1)Cl)C)C=C 4-benzyloxy-6-chloro-2-methyl-3-vinyl-pyridine